CC1=NC(=NC=2N([C@H](C(N(C12)C)=O)C)C)NCC=1C=NN(C1)CC1=CC(=C(C(=C1)F)F)F (7S)-4,5,7,8-tetramethyl-2-(((1-(3,4,5-trifluorobenzyl)-1H-pyrazol-4-yl)methyl)amino)-7,8-dihydropteridin-6(5H)-one